N=1C=CC2=CN=CC(OC=COC=3C=C4C(=CC21)C=NC4=CC3)C(=O)N 12,14-(ethanediylidene)dipyrrolo[3,2-i:3',4'-l][1,4,7]dioxazacyclopentadecine-7-carboxamide